[N+](=O)([O-])C=1C=C(N)C=CC1 Meta-Nitroaniline